C(C)(C)N(C(C(C)C)=O)C N-isopropyl-N,2-dimethylpropionamide